FCC1=CC(=NO1)C(=O)O 5-(Fluoromethyl)isoxazole-3-carboxylic acid